FC1(CC(C1)N1N=CC=2C1=NC(=CN2)NC(C2=C(C=C(C=C2)NS(=O)(=O)CCO)N2CCC1(CC1)CC2)=O)F N-(1-(3,3-difluorocyclobutyl)-1H-pyrazolo[3,4-b]pyrazin-6-yl)-4-((2-hydroxyethyl)sulphonamido)-2-(6-azaspiro[2.5]oct-6-yl)benzamide